CC=1C=CC=2N(C(C=CN2)=O)C1 7-methyl-4-oxo-4H-pyrido[1,2-a]pyrimidin